N1C=CC2=CC=C3C(=C12)C=NN=N3 TRIAZINOINDOLE